8-Fluoro-9-methoxy-5-((1-methylpyrrolidin-2-yl)methoxy)-2-(piperazin-1-yl)pyrimido[5,4-c]quinoline FC=1C(=CC=2C3=C(C(=NC2C1)OCC1N(CCC1)C)C=NC(=N3)N3CCNCC3)OC